C(C)(C)(C)C1=CC2=C(NC(=N2)C(=O)O)C=C1 5-(tert-butyl)-1H-benzo[d]imidazole-2-carboxylic acid